tert-butyl (2-(3-(4-(((2S,4R)-2-methyl-1-propionyl-1,2,3,4-tetrahydroquinolin-4-yl)amino)phenyl)ureido)ethyl)carbamate C[C@@H]1N(C2=CC=CC=C2[C@@H](C1)NC1=CC=C(C=C1)NC(NCCNC(OC(C)(C)C)=O)=O)C(CC)=O